IC1=CN(C2=C(N=NC(=C21)NCC2=CC=C(C=C2)OC)OC)C 3-iodo-7-methoxy-N-(4-methoxybenzyl)-1-methyl-1H-pyrrolo[2,3-d]pyridazin-4-amine